N-(4-((4-(azetidine-1-carbonyl)-2-methoxyphenyl)amino)-2-methyl-3-oxo-2,3-dihydro-1H-pyrazolo[3,4-b]pyridin-6-yl)cyclopropanecarboxamide N1(CCC1)C(=O)C1=CC(=C(C=C1)NC1=C2C(=NC(=C1)NC(=O)C1CC1)NN(C2=O)C)OC